(S)-N-(3''-fluoro-5''-methoxy-2,2'-dimethyl-4''-((((1-methyl-5-oxopyrrolidin-2-yl)methyl)amino)methyl)-[1,1':3',1''-terphenyl]-3-yl)-1-methyl-6-oxo-1,6-dihydropyrimidine-5-carboxamide FC=1C=C(C=C(C1CNC[C@H]1N(C(CC1)=O)C)OC)C=1C(=C(C=CC1)C1=C(C(=CC=C1)NC(=O)C1=CN=CN(C1=O)C)C)C